3-(6-(3-methyl-1H-pyrrolo[2,3-b]pyridin-5-yl)-2-(morpholine-4-carbonyl)-1,2,3,4-tetrahydroisoquinolin-8-yl)morpholine-4-carboxylic acid tert-butyl ester C(C)(C)(C)OC(=O)N1C(COCC1)C=1C=C(C=C2CCN(CC12)C(=O)N1CCOCC1)C=1C=C2C(=NC1)NC=C2C